1-(3-(4-(2-(trifluoromethyl)phenyl)piperidine-1-carbonyl)-4,7-dihydroisothiazolo[5,4-c]pyridin-6(5H)-yl)ethan-1-one FC(C1=C(C=CC=C1)C1CCN(CC1)C(=O)C1=NSC=2CN(CCC21)C(C)=O)(F)F